omega-carboxymethyl-arginine C(=O)(O)CNC(NCCC[C@H](N)C(=O)O)=N